1-(4-(((4-(4'-(((1-acetylpiperidin-4-yl)amino)methyl)-2-chloro-3'-methoxy-[1,1'-biphenyl]-3-yl)-3-chloro-5'-methoxy-[2,3'-bipyridin]-6'-yl)methyl)amino)piperidin-1-yl)ethan-1-one C(C)(=O)N1CCC(CC1)NCC1=C(C=C(C=C1)C1=C(C(=CC=C1)C1=C(C(=NC=C1)C=1C=NC(=C(C1)OC)CNC1CCN(CC1)C(C)=O)Cl)Cl)OC